bis(2-methyl-4-phenylcyclopenta[b]indolyl)titanium dichloride [Cl-].[Cl-].CC=1C(C2=C(N(C=3C=CC=CC23)C2=CC=CC=C2)C1)[Ti+2]C1C(=CC=2N(C=3C=CC=CC3C21)C2=CC=CC=C2)C